(2S)-2-[9H-fluoren-9-ylmethoxycarbonyl-(methyl)amino]-5-oxo-5-prop-2-enoxypentanoic acid C1=CC=CC=2C3=CC=CC=C3C(C12)COC(=O)N([C@H](C(=O)O)CCC(OCC=C)=O)C